methyl 2-(2-{2-[4-(2-methylpyrazol-3-yl)indazol-1-yl]acetamido}acetamido)acetate CN1N=CC=C1C1=C2C=NN(C2=CC=C1)CC(=O)NCC(=O)NCC(=O)OC